O=C1NC2=C(CCC1)C=CC=C2 2-oxo-1,3,4,5-tetrahydro-1-benzazepine